ClC1COC2=C(O1)C=CC=C2N2C(CNCC2)O 2-Chloro-5-(2-hydroxypiperazin-1-yl)-2,3-dihydro-1,4-benzodioxine